benzyl (3-(2-(3-iodophenyl)-3-(methoxy(methyl)amino)-2-methyl-3-oxopropoxy)-2-meth-ylpropyl)(methyl)carbamate IC=1C=C(C=CC1)C(COCC(CN(C(OCC1=CC=CC=C1)=O)C)C)(C(=O)N(C)OC)C